(E)-4-(4-piperidinylstyryl)quinazoline N1(CCCCC1)C1=CC=C(/C=C/C2=NC=NC3=CC=CC=C23)C=C1